(5-(2,6-difluorophenyl)-1,6-dihydropyrazolo[4,3-d]Pyrido[3,2-f][1,3]Diazepin-9-yl)acetamide FC1=C(C(=CC=C1)F)C=1NC2=C(C3=C(N1)C=NN3)C=C(C=N2)CC(=O)N